3-(2,7-diazaspiro[3.5]nonan-2-yl)-6-[5-(6-methyl-2-pyridyl)-1H-imidazol-4-yl]quinoline C1N(CC12CCNCC2)C=2C=NC1=CC=C(C=C1C2)C=2N=CNC2C2=NC(=CC=C2)C